OC=1C(C(=CN2C1C(N1[C@H](CCC3([C@H]2C1)OCCCO3)C)=O)C(=O)NCC3=C(C=C(C=C3F)F)F)=O (3'S,7'R)-12'-hydroxy-3'-methyl-1',11'-dioxo-N-(2,4,6-trifluorobenzyl)-1',4',5',11'-tetrahydro-3'H,7'H-spiro[[1,3]dioxane-2,6'-[2,7]methanopyrido[1,2-a][1,4]diazonine]-10'-carboxamide